6-((methyl(phenyl)amino)methyl)-N2-(o-tolyl)-1,3,5-triazine-2,4-diamine CN(C1=CC=CC=C1)CC1=NC(=NC(=N1)NC1=C(C=CC=C1)C)N